FC1=CC(=C(CNCC2CCN(CC2)C(=O)OC(C)(C)C)C=C1)OCCC tert-butyl 4-(((4-fluoro-2-propoxybenzyl)amino)methyl)piperidine-1-carboxylate